C(C)C1CC(C2=CC=CC=C12)(C)C 3-ethyl-1,1-dimethyl-indan